ethyl cyanocarbamate C(#N)NC(OCC)=O